C(C)(C)N1N=C2C(=NNC(C2=C1)=O)C(C)C 2,7-diisopropyl-5H-pyrazolo[3,4-d]pyridazin-4-one